O=[14CH][C@H](O)[C@@H](O)[C@@H](O)CO [14C]-L-arabinose